tert-butyl (2-(4-chlorophenyl)-2-((5-cyanopyrimidin-2-yl)amino)ethyl)carbamate ClC1=CC=C(C=C1)C(CNC(OC(C)(C)C)=O)NC1=NC=C(C=N1)C#N